C(C)(C)(C)OC(CCCC(=O)N)=O 5-(tert-butyloxy)-5-oxopentanamide